C(=O)(O)C(O)C(O)C(=O)O.C(C)N(C)C=NC1=CC(=C(C(=O)OCC2=CC=C(C=C2)OC(F)F)C=C1C)C 4-(difluoromethoxy)benzyl 4-(((ethyl(methyl)amino)methylene)amino)-2,5-dimethylbenzoate tartrate